3,5-dibromo-1-(spiro[2.5]octan-6-yl)-1H-pyrazole BrC1=NN(C(=C1)Br)C1CCC2(CC2)CC1